C(C)OC(C1=CC(=CC=C1)NC1=NC(=NC=C1C)NC1=CC2=C(B(OC2)O)C=C1)=O 3-((2-((1-hydroxy-1,3-dihydrobenzo[c][1,2]oxaborol-5-yl)amino)-5-methylpyrimidin-4-yl)amino)benzoic acid ethyl ester